OC=1C=CC(=C(C1)NC(=O)C1=CNC2=C(C=CC=C2C1=O)OC)C N-(5-hydroxy-2-methylphenyl)-8-methoxy-4-oxo-1H-quinoline-3-carboxamide